FC1=C(C(=O)NC2=C(C=CC=C2)NS(=O)(=O)C2=CC=C(C=C2)F)C=CC=C1 2-fluoro-N-(2-((4-fluorophenyl)sulfonamido)phenyl)benzamide